Cl.CC1=C(C=CC(=C1)C1=NC2=CC(=CC=C2C=C1)OC)O 2-methyl-4-(7-methoxyquinolyl)phenol hydrochloride